(R)-2-((4-(2-(4-cyano-2-fluorophenyl)-4-fluoro-2H-chromene-8-yl)piperidin-1-yl)methyl)-1-((1-(fluoromethyl)cyclopropyl)methyl)-1H-benzo[d]imidazole-6-carboxylic acid C(#N)C1=CC(=C(C=C1)[C@@H]1OC2=C(C=CC=C2C(=C1)F)C1CCN(CC1)CC1=NC2=C(N1CC1(CC1)CF)C=C(C=C2)C(=O)O)F